(R)-3-cyclopropyl-1-(1-(6,7-difluoro-3-methyl-4-oxo-3,4-dihydrophthalazin-1-yl)ethyl)-1-isobutylurea C1(CC1)NC(N(CC(C)C)[C@H](C)C1=NN(C(C2=CC(=C(C=C12)F)F)=O)C)=O